C1(CCC1)CN1C(N(CC12CCC(CC2)(C2=CC=CC=C2)N(C)C)CC(=O)NC2=CC=CC(=N2)C(=O)N)=O CIS-6-[[2-[1-(cyclobutyl-methyl)-8-dimethylamino-2-oxo-8-phenyl-1,3-diazaspiro[4.5]decan-3-yl]-acetyl]amino]-pyridine-2-carboxylic acid amide